(3S)-6-Chloro-2'-(5-chloro-2-fluorophenyl)-5'-[6-(dimethylamino)-4-methoxypyridin-3-yl]-6'-(propan-2-yl)-1,2,3',5'-tetrahydro-2'H-spiro[indol-3,1'-pyrrolo[3,4-c]pyrrol]-2,3'-dion ClC1=CC=C2C(=C1)NC([C@]21N(C(C=2C1=C(N(C2)C=2C=NC(=CC2OC)N(C)C)C(C)C)=O)C2=C(C=CC(=C2)Cl)F)=O